N-(5-methylisoxazol-3-yl)-6-(4-(trifluoromethyl)phenyl)pyrazine-2-carboxamide CC1=CC(=NO1)NC(=O)C1=NC(=CN=C1)C1=CC=C(C=C1)C(F)(F)F